4-amino-7-fluoro-8-(4-methylthiazol-5-yl)-N-propylisoquinoline-3-carboxamide NC1=C(N=CC2=C(C(=CC=C12)F)C1=C(N=CS1)C)C(=O)NCCC